pertechnetate [Tc](=O)(=O)(=O)[O-]